Cis-2-[4-(1-methyl-1H-pyrazol-5-yl)piperidin-1-yl]-6-azaspiro[3.4]octane-6-carboxylic acid ethyl ester citrate C(CC(O)(C(=O)O)CC(=O)O)(=O)O.C(C)OC(=O)N1CC2(CC(C2)N2CCC(CC2)C2=CC=NN2C)CC1